C1C(=O)[C@@H]([C@H]([C@@H]([C@@]1(COP(=O)(O)O)O)O)O)O The molecule is a member of the class of cyclitols that is 5-epi-valiolone carrying a phospho substituent at position 7. It has a role as a bacterial metabolite. It is an alicyclic ketone, a cyclitol and a phosphate monoester. It derives from a 5-epi-valiolone. It is a conjugate acid of a 5-epi-valiolone 7-phosphate(2-).